3-FORMYL-6-METHOXY-1H-INDOLE-2-CARBOXYLIC ACID C(=O)C1=C(NC2=CC(=CC=C12)OC)C(=O)O